3-(4-hydroxypyrazol-1-yl)azetidine-1-carboxylic acid tert-butyl ester C(C)(C)(C)OC(=O)N1CC(C1)N1N=CC(=C1)O